7-((5-chloropyridin-2-yl)methyl)-1-(3-hydroxypropyl)-8-(3-methoxyphenyl)-3-methyl-1H-purine-2,6(3H,7H)-dione ClC=1C=CC(=NC1)CN1C(=NC=2N(C(N(C(C12)=O)CCCO)=O)C)C1=CC(=CC=C1)OC